C(C)S(=O)(=O)C1=CC=C(C=C1)N1N=CC(=C1)[Sn](CCCC)(CCCC)CCCC 1-(4-(ethylsulfonyl)phenyl)-4-(tributylstannyl)-1H-pyrazole